COC=1C=C(C=CC1)C1(CC1)C1=NOC(=N1)C1=NNC(=C1)C(C)C 3-[1-(3-Methoxyphenyl)cyclopropyl]-5-[5-(1-methylethyl)-1H-pyrazol-3-yl]-1,2,4-oxadiazole